bis(α,α-dimethylbenzyl)phenothiazine CC(C1=CC=CC=C1)(C)C1=C(C=2NC3=CC=CC=C3SC2C=C1)C(C1=CC=CC=C1)(C)C